COC1=CC=C(C=C1)C1CO1 2-(4-methoxyphenyl) ethylene oxide